FC1=CC=C(C=C1)C(N1C[C@@H](N(C[C@H]1C)C1=C(C(=NC(=N1)Cl)NC[C@H]1OCCC1)N)C)C1=CC=C(C=C1)F 6-((2S,5R)-4-(bis(4-fluorophenyl)methyl)-2,5-dimethylpiperazin-1-yl)-2-chloro-N4-(((S)-tetrahydrofuran-2-yl)methyl)pyrimidine-4,5-diamine